COC=1C=C2C(NC(NC2=CC1OC)=O)=O 6,7-dimethoxyquinazoline-2,4-dione